C(C)(C)(C)OC(CC[C@@H](C(=O)N)N1C(C2=CC=C(C=C2C1)C1=NC=CC(=C1)CO)=O)=O (S)-5-amino-4-(5-(4-(hydroxymethyl)pyridin-2-yl)-1-oxoisoindolin-2-yl)-5-oxopentanoic acid tert-butyl ester